CC(C#C)N1CCC2(CC1)OCCC1=C2SC=C1 (1-methylprop-2-ynyl)spiro[4,5-dihydrothieno[2,3-c]pyran-7,4'-piperidine]